COCC(OCC(OCC(C)OCC)C)C tripropyleneglycol ethyl methyl ether